4-((4-(2-(((5-Methoxypyridin-3-yl)methyl)((1-methyl-1H-indazol-5-yl)methyl)amino)ethyl)phenyl)carbamoyl)-3-(4-oxo-4H-chromene-2-carboxamido)benzoic acid COC=1C=C(C=NC1)CN(CCC1=CC=C(C=C1)NC(=O)C1=C(C=C(C(=O)O)C=C1)NC(=O)C=1OC2=CC=CC=C2C(C1)=O)CC=1C=C2C=NN(C2=CC1)C